(S)-(2-(2-(Benzyloxy)-4,6-dihydroxybenzoyl)-8-((tetrahydrofuran-3-yl)amino)-1,2,3,4-tetrahydro-isoquinolin-6-yl)(4-methylpiperazin-1-yl)methanone C(C1=CC=CC=C1)OC1=C(C(=O)N2CC3=C(C=C(C=C3CC2)C(=O)N2CCN(CC2)C)N[C@@H]2COCC2)C(=CC(=C1)O)O